Bis(3-sulfopropyl-sodium) disulfide [S-][S-].S(=O)(=O)(O)CCC[Na].S(=O)(=O)(O)CCC[Na]